BrC1=C(C(=CC(=C1)Cl)C(NC)=O)NC(=O)C1CCOCC1 N-(2-bromo-4-chloro-6-(methylcarbamoyl)phenyl)tetrahydro-2H-pyran-4-carboxamide